7-bromo-3-cyclopropyl-5-fluoro-1-(methoxymethyl)-1H-indole BrC=1C=C(C=C2C(=CN(C12)COC)C1CC1)F